FC=1C=C(C=C(C1CN1CCOCC1)F)C=1C=CC=C2N=CC(=NC12)C=1C=NN(C1)C1CCN(CC1)CC(=O)NCCCCCCCCNC1=C2C(N(C(C2=CC=C1)=O)C1C(NC(CC1)=O)=O)=O 2-(4-(4-(8-(3,5-difluoro-4-(morpholinomethyl)phenyl)quinoxalin-2-yl)-1H-pyrazol-1-yl)piperidin-1-yl)-N-(8-((2-(2,6-dioxopiperidin-3-yl)-1,3-dioxoisoindolin-4-yl)amino)octyl)acetamide